N1C=C(C2=CC=CC=C12)C1=C(CNNC(=O)NC2=CC=C(C=C2)OC)C=CC(=N1)C 1-(2-(1H-indol-3-yl)-6-methylnicotinyl)-4-p-methoxyphenyl-semicarbazide